C(=O)C(C1=CC=CC=C1C=1NC(=C(N1)CC1=CC=CC=C1)C=O)(C=O)Br triformylbenzyl-imidazolebenzyl bromide